C(C)(=O)N1CC2=CC(=CC(=C2CC1)[C@H]1NCCC1)Cl (S)-2-(2-acetyl-7-chloro-1,2,3,4-tetrahydroisoquinolin-5-yl)pyrrolidin